C(C)(C)(C)OC(=O)N1CC(C1)C1=CC=C(C=C1)C1CC(C1)=O 3-[4-(3-oxocyclobutyl)phenyl]azetidine-1-carboxylic acid tert-butyl ester